C1(=CC=C(C=C1)[C@@H](CCC)NSC(C)(C)C)C N-[(R)-1-(4-tolyl)butyl]-(S)-tert-butanesulfenamide